2-amino-3-sulfomethoxybutyric acid NC(C(=O)O)C(C)OCS(=O)(=O)O